bis[2-(Trivinylsilyl)ethyl]methylvinylsilane C(=C)[Si](CC[SiH](C=CC)CC[Si](C=C)(C=C)C=C)(C=C)C=C